N[C@H]1CN(CCC1)C(=O)C=1C=C2OCCN3C(=NC(C1)=C32)C=3N(C2=C(C=CC=C2C3)Cl)CC(C)C (R)-(3-Aminopiperidin-1-yl)(2-(7-chloro-1-isobutyl-1H-indol-2-yl)-3,4-dihydro-5-oxa-1,2a-diazaacenaphthylen-7-yl)methanone